ClC=1C=C(OC=2C=C(CN3CC4(C3)CCN(CC4)C(=O)OC=4C=NC=C(C4)C(F)(F)F)C=CC2)C=CC1 5-(trifluoromethyl)pyridin-3-yl 2-(3-(3-chlorophenoxy)benzyl)-2,7-diazaspiro[3.5]nonane-7-carboxylate